7-(3-fluoro-4-((2-methoxyethyl)carbamoyl)benzyl)-N-((3R,4S)-3-hydroxytetrahydro-2H-pyran-4-yl)-2,3-dihydrofuro[3,2-b]pyridine-5-carboxamide FC=1C=C(CC2=C3C(=NC(=C2)C(=O)N[C@@H]2[C@H](COCC2)O)CCO3)C=CC1C(NCCOC)=O